tert-butyl-(3S,4R)-3-fluoro-4-(hydroxymethyl)piperidine-1-carboxylate C(C)(C)(C)OC(=O)N1C[C@H]([C@H](CC1)CO)F